C(C1=CC=CC=C1)C1=C(NC(NC1=O)=O)C1CCC(=CC1)C1=C(C=C(C=C1)S(=O)(=O)NC)C(F)(F)F 4'-(5-benzyl-2,6-dioxo-1,2,3,6-tetrahydropyrimidin-4-yl)-N-methyl-2-(trifluoromethyl)-2',3',4',5'-tetrahydro-[1,1'-biphenyl]-4-sulfonamide